N[C@@H]1CN(CC1)C1=C(C=NC(=C1C1=CC(=CC(=C1)F)Cl)C)C(=O)NC1CCC(CC1)(F)F 4-[(3S)-3-aminopyrrolidin-1-yl]-5-(3-chloro-5-fluorophenyl)-N-(4,4-difluorocyclohexyl)-6-methylpyridine-3-carboxamide